(R)-N-(2-(4-Cyanothiazolidin-3-yl)-2-oxoethyl)-6-(3-methyl-3-((methylsulfonyl)methyl)azetidin-1-yl)quinoline-4-carboxamide C(#N)[C@H]1N(CSC1)C(CNC(=O)C1=CC=NC2=CC=C(C=C12)N1CC(C1)(CS(=O)(=O)C)C)=O